NCC=1C=C(C=CC1OCC1=CC(=CC=C1)C(F)(F)F)S(=O)(=O)NC 3-(aminomethyl)-N-methyl-4-(3-(trifluoromethyl)benzyloxy)benzenesulfonamide